(2-hydroxy-2-(6-iodo-4-(4-(trifluoromethoxy)phenyl)benzo[d]oxazol-7-yl)ethyl)carbamic acid tert-butyl ester C(C)(C)(C)OC(NCC(C1=C(C=C(C=2N=COC21)C2=CC=C(C=C2)OC(F)(F)F)I)O)=O